ClC1=CC=C(C=C1)[C@H](CC(F)(F)F)NC(=O)C=1C(=C2CN(C(C2=CC1)=O)C1C(NC(CC1)=O)=O)F N-((S)-1-(4-chlorophenyl)-3,3,3-trifluoropropyl)-2-(2,6-dioxopiperidin-3-yl)-4-fluoro-1-oxoisoindoline-5-carboxamide